2-(2-(2-aminoethoxy)ethoxy)-N-(4-(2,6-dioxopiperidin-3-yl)phenyl)acetamide hydrochloride Cl.NCCOCCOCC(=O)NC1=CC=C(C=C1)C1C(NC(CC1)=O)=O